6-(2-amino-5-(4,4,5,5-tetramethyl-1,3,2-dioxaborolan-2-yl)pyridin-3-yl)-3,4-dihydroisoquinolin-1(2H)-one NC1=NC=C(C=C1C=1C=C2CCNC(C2=CC1)=O)B1OC(C(O1)(C)C)(C)C